1-(2-(1-benzoyl-4-(p-tolyl)-1H-imidazol-2-yl)piperidin-1-yl)-2-(methylsulfanyl)propan-1-one C(C1=CC=CC=C1)(=O)N1C(=NC(=C1)C1=CC=C(C=C1)C)C1N(CCCC1)C(C(C)SC)=O